FC[C@H](C)OC1=CC=2N(C=C1C(=O)O)C=C(N2)C21COC(CC2)(C1)C 7-(((S)-1-fluoropropan-2-yl)oxy)-2-(1-methyl-2-oxabicyclo[2.2.1]heptan-4-yl)imidazo[1,2-a]pyridine-6-carboxylic acid